COC=1C=C(C=C(C1)OC)CO[C@@H]1C[C@H](N(C1)C(=O)OC(C)(C)C)C(N(C)C)=S tert-butyl (2S,4R)-4-[(3,5-dimethoxyphenyl)methoxy]-2-(dimethylcarbamothioyl)pyrrolidine-1-carboxylate